N1CCC(=CC1)C=1C=C2C=NNC2=C(C1)C(=O)N 5-(1,2,3,6-tetrahydropyridin-4-yl)-1H-indazole-7-carboxamide